O=C(CCC(=O)ON1C(CCC1=O)=O)N=S1(CC(C#CC(C1)(C)C)(C)C)=O 2,5-dioxopyrrolidin-1-yl 4-oxo-4-((3,3,6,6-tetramethyl-1-oxido-4,5-didehydro-2,3,6,7-tetrahydro-1λ6-thiepin-1-ylidene)amino)butanoate